ClC1=C(C(=CC(=C1)OC)O)C(=O)C1CC1 (2-Chloro-6-hydroxy-4-methoxyphenyl)cyclopropylmethanone